3-methyl-2-[2-[(3S)-3-methylmorpholin-4-yl]-[1,2,4]triazolo[1,5-a]pyrimidin-5-yl]-5-(trifluoromethyl)phenol CC=1C(=C(C=C(C1)C(F)(F)F)O)C1=NC=2N(C=C1)N=C(N2)N2[C@H](COCC2)C